(R)-2-chloro-N-(5-chloro-6-(1-methyl-1H-imidazol-4-yl)pyridin-3-yl)-8-methyl-8-(trifluoromethyl)-7,8-dihydro-6H-pyrazolo[1,5-a]pyrrolo[2,3-e]pyrimidine-6-carboxamide ClC1=NN2C(N=CC3=C2[C@@](CN3C(=O)NC=3C=NC(=C(C3)Cl)C=3N=CN(C3)C)(C(F)(F)F)C)=C1